ClC1=C(C=C2C=C(N=CC2=C1)NC(=O)[C@H]1[C@H]([C@@H]1C1=NN(C=C1)C)CC)N1CCN(CC1)[C@@]1(COC[C@@H]1F)C (1S,2S,3S)-N-[7-chloro-6-[4-((3R,4R)-4-fluoro-3-methyl-tetrahydrofuran-3-yl)piperazin-1-yl]-3-isoquinolyl]-2-ethyl-3-(1-methylpyrazol-3-yl)cyclopropanecarboxamide